C(C=C)OCC(C(=O)OCCOCCOC1CCCCC1)=C cyclohexyloxyethoxyethyl α-allyloxymethylacrylate